C1(CC1)CC1NCCC2=CC=C(C=C12)N(C)C1=CC(=CC=C1)F (cyclopropylmethyl)-N-(3-fluorophenyl)-N-methyl-1,2,3,4-tetrahydroisoquinolin-7-amine